NC=1C2=C(N=CN1)N(C(=C2C2=CC(=C(C(=O)NC1CC(C1)F)C=C2)OC)C2=CC=C(C=C2)NC(C(=C)C)=O)C 4-(4-amino-6-(4-methacrylamidophenyl)-7-methyl-7H-pyrrolo[2,3-d]pyrimidin-5-yl)-N-((1s,3s)-3-fluorocyclobutyl)-2-methoxybenzamide